(2R,3r,4S)-pentane-1,2,3,4,5-pentaol C([C@H](C([C@H](CO)O)O)O)O